(±)-N-(3-bromo-4-(trifluoromethyl)phenyl)-1-fluoro-6,7,8,9-tetrahydro-5H-5,8-epiminocyclohepta[c]pyridine-10-carboxamide BrC=1C=C(C=CC1C(F)(F)F)NC(=O)N1C2CCC1CC=1C(=NC=CC12)F